tert-butyl 2-((4-amino-3-methoxyphenoxy) methyl)-7-azaspiro[3.5]nonane-7-carboxylate NC1=C(C=C(OCC2CC3(C2)CCN(CC3)C(=O)OC(C)(C)C)C=C1)OC